methyl-1H-1,2,3-triazole CN1N=NC=C1